5-Bromotropolone C1=CC(=O)C(=CC=C1Br)O